C1(CC1)C1=CC=C(C(=N1)NC1=C(N=CS1)C)C#N 6-cyclopropyl-2-[(4-methylthiazol-5-yl)amino]pyridine-3-carbonitrile